[13C4]-thiainine S1[13CH2][13CH]=[13CH][13CH]=C1